N-isopropyltrisilan-1-amine C(C)(C)N[SiH2][SiH2][SiH3]